(trans-3-(3-cyclopropyl-4-(5-fluoro-6-methylpyridin-2-yl)-1H-pyrazol-1-yl)cyclobutyl)methyl 4-methylbenzenesulfonate CC1=CC=C(C=C1)S(=O)(=O)OC[C@@H]1C[C@H](C1)N1N=C(C(=C1)C1=NC(=C(C=C1)F)C)C1CC1